8-(2-(2,6-dioxopiperidin-3-yl)-1-oxoisoindolin-4-yl)-N-(3-(pyridin-2-yl)azetidin-3-yl)oct-7-ynamide O=C1NC(CCC1N1C(C2=CC=CC(=C2C1)C#CCCCCCC(=O)NC1(CNC1)C1=NC=CC=C1)=O)=O